S1C(SCCC1)C(C(=CC=1SC=CC1)C1=CC2=CC=C(C=C2C=C1)OC)=O 1-(1,3-Dithian-2-yl)-2-(6-methoxynaphthalen-2-yl)-3-(thiophen-2-yl)prop-2-en-1-one